CC(CC(C)(C)C)(C)OOC(CCCCCC(C)(C)C)=O.COC(C(=O)N(NCC1=NC=C(C=C1)C(F)(F)F)C)(C)C 2-methoxy-N,2-dimethyl-N'-[[5-(trifluoromethyl)-2-pyridyl]methyl]propanehydrazide 1,1,3,3-tetramethylbutyl-peroxyneodecanoate